ClC1=CC(=C(COC2=CC=CC(=N2)C2=CC=C(CC3=NC4=C(N3C[C@H]3OCC3)C=C(C=C4)C(=O)O)C=C2)C=C1)F (S)-2-(4-(6-((4-chloro-2-fluorobenzyl)oxy)pyridin-2-yl)benzyl)-1-(oxetan-2-ylmethyl)-1H-benzo[d]imidazole-6-carboxylic acid